N-(quinolin-8-yl)-6-methoxycarbonyl-benzo[1,2-d]Isoselenazole-3-one N1=CC=CC2=CC=CC(=C12)N1[Se]C2=C(C1=O)C=CC(=C2)C(=O)OC